BrC=1C=C(C=CC1)C1=CC=C(O1)C=C1C(C2=CC=CC=C2C1=O)=O 2-[[5-(3-Bromophenyl)-2-furanyl]methylene]-1H-indene-1,3(2H)-dione